2-(Pyridin-2-yl)propionitrile N1=C(C=CC=C1)C(C#N)C